1H-pyrazolo[4,3-b]pyridin-5(4H)-one N1N=CC=2NC(C=CC21)=O